N-(5-(2,4-dimethyl-1H-imidazol-1-yl)-2-methoxyphenyl)-4-((4-methylpiperazin-1-yl)methyl)benzamide CC=1N(C=C(N1)C)C=1C=CC(=C(C1)NC(C1=CC=C(C=C1)CN1CCN(CC1)C)=O)OC